CCC1=C(SC(=N1)NCC)C(=O)NC(C#N)C2=CC=CS2 The molecule is a member of the class of aromatic amides obtained by formal condensation of the carboxy group of 4-ethyl-2-(ethylamino)-1,3-thiazole-5-carboxylic acid with the amino group of amino(2-thienyl)acetonitrile. It is an aromatic amide, an aromatic amine, a secondary amino compound, a member of 1,3-thiazoles, a member of thiophenes and a nitrile.